((S)-4-propenoyl-2-methylpiperazin-1-yl)-7-(3-amino-2-chloro-4,5,6-trifluorophenyl)-6-chloro-1-(2-isopropyl-4-methylpyridin-3-yl)-2-oxo-1,2-dihydro-1,8-naphthyridine-3-carbonitrile C(C=C)(=O)N1C[C@@H](N(CC1)C1=C(C(N(C2=NC(=C(C=C12)Cl)C1=C(C(=C(C(=C1F)F)F)N)Cl)C=1C(=NC=CC1C)C(C)C)=O)C#N)C